1,1-diethoxynonane C(C)OC(CCCCCCCC)OCC